N-(2-nitro-5,6,7,8-tetrahydronaphthalen-1-yl)acetamide [N+](=O)([O-])C1=C(C=2CCCCC2C=C1)NC(C)=O